(3S)-3-{[5-(2,6-dimethoxyphenyl)-1-(2-methylpropyl)-1H-pyrazol-3-yl]formamido}-N-(2-methoxyethyl)-5-(piperidin-1-yl)pentanamide COC1=C(C(=CC=C1)OC)C1=CC(=NN1CC(C)C)C(=O)N[C@H](CC(=O)NCCOC)CCN1CCCCC1